8-fluoro-6-hydroxy-N-[(oxan-4-yl)methyl]-7-(1,1,4-trioxo-1λ6,2,5-thiadiazolidin-2-yl)-3,4-dihydroisoquinoline-2(1H)-carboxamide FC=1C(=C(C=C2CCN(CC12)C(=O)NCC1CCOCC1)O)N1S(NC(C1)=O)(=O)=O